benzyl N-[3-[3-[1-(2-hydroxyethyl)pyrazol-3-yl]-1-tetrahydropyran-2-yl-indazol-5-yl]oxypropyl]carbamate OCCN1N=C(C=C1)C1=NN(C2=CC=C(C=C12)OCCCNC(OCC1=CC=CC=C1)=O)C1OCCCC1